2-(4-vinyl-phenyl)acetonitrile C(=C)C1=CC=C(C=C1)CC#N